FC1(CN(CC1)C1=NC=CC(=C1NC(=O)C=1C=NC(=NC1)C(C)C)C1=C(C=CC(=C1)F)OC)F N-(2-(3,3-difluoropyrrolidin-1-yl)-4-(5-fluoro-2-methoxyphenyl)pyridin-3-yl)-2-isopropylpyrimidine-5-carboxamide